5-(3'-amino-2-chloro-2'-methyl-[1,1'-biphenyl]-3-yl)-3-methoxypyrazine-2-carbaldehyde NC=1C(=C(C=CC1)C1=C(C(=CC=C1)C=1N=C(C(=NC1)C=O)OC)Cl)C